C(C)(C)(C)OC(=O)NCCS=C([C@H](CSSC1=NC=CC=C1[N+](=O)[O-])NC(=O)OC(C)(C)C)[O-] S-(2-((tert-butoxycarbonyl)amino)ethyl)-(S)-2-((tert-butoxycarbonyl)amino)-3-((3-nitropyridin-2-yl)disulfaneyl)propanethioate